5,8-dibutyldodeca-6-yne-5,8-diol C(CCC)C(CCCC)(C#CC(CCCC)(O)CCCC)O